C(C=C)(=O)[Si](OC)(OC)CCC acryloyl-propyl-dimethoxysilane